C(C)(C)(C)OC(N(C(=O)OC(C)(C)C)C1=NN2C(C=C(C=C2)Br)=N1)=O (7-bromo-[1,2,4]triazolo[1,5-a]pyridin-2-yl)(t-butoxycarbonyl)carbamic acid tert-butyl ester